CC(CCC(=O)OC(C)C)(C)C isopropyl 4,4-dimethylvalerate